FC1(CCN(CCC1)C1=NC2=CC(=CC=C2C=C1C(=O)NC1=CC(=CC=C1)NC(=N)N)F)F 2-(4,4-difluoroazepan-1-yl)-7-fluoro-N-(3-guanidinophenyl)quinoline-3-carboxamide